[Br-].[PH4+] phosphonium bromide